2-(((2-(dimethylamino)ethyl)amino)methylene)-5-(4-nitrophenyl)cyclohexane-1,3-dione CN(CCNC=C1C(CC(CC1=O)C1=CC=C(C=C1)[N+](=O)[O-])=O)C